(2,7-dimethyl-fluorenyl)zirconium dichloride [Cl-].[Cl-].CC1=C(C=2CC3=CC(=CC=C3C2C=C1)C)[Zr+2]